COC1=CC(=NC=2N=C(NC(C21)=O)C2=CC=C(C=C2)N2CCC(CC2)=O)OC 5,7-Dimethoxy-2-(4-(4-oxopiperidin-1-yl)phenyl)pyrido[2,3-d]pyrimidin-4(3H)-on